FC(C(=O)O)(F)F.C(C)[C@@H]1N(CCNC1)CC(F)(F)F (S)-2-Ethyl-1-(trifluoroethyl)piperazine trifluoroacetate salt